BrC=1C(=C(C(=C(C1[2H])[2H])[2H])[Si](C)(C)C)[2H] (3-bromophenyl-2,4,5,6-d4)trimethylsilane